ClC1=CC=2C(C3=CC=CC=C3SC2C=C1)=O 2-Chlorothioxanthen-9-one